C1=CSC(=C1)C2=CC=C(S2)C3=CC=C(S3)C4=CC=C(S4)C5=CC=C(S5)C6=CC=CS6 α-Sexithiophene